NC1=NC=CC(=C1)C1C(CN2C(=CC=C12)C#N)(C)C (2-aminopyridin-4-yl)-2,2-dimethyl-2,3-dihydro-1H-pyrrolizine-5-carbonitrile